C(C)(CC)C(CCOC)OC sec-butyl-1,3-dimethoxypropane